[Sc+3].N(S(=O)(=O)C(F)(F)F)S(=O)(=O)C(F)(F)F triflimide scandium (III)